O1[C@@H](CCC1)C1(CCC1)C(=O)O (S)-1-(Tetrahydrofuran-2-yl)cyclobutane-1-carboxylic acid